(S)-2-(1-(7-fluoro-3-(1-methyl-1H-pyrazol-4-yl)quinoline-6-yl)ethyl)isoindole-1,3-dione FC1=C(C=C2C=C(C=NC2=C1)C=1C=NN(C1)C)[C@H](C)N1C(C2=CC=CC=C2C1=O)=O